CN(C1=CC=C(C=C1)CC1=CC=C(C=C1)O)C 4-{[4-(dimethylamino)phenyl]methyl}phenol